OC1=NC2=CC=C(C=C2N=C1C)C(C)N1C[C@@H](N(C[C@H]1C)C=1C=2C(N(C(C1)=O)C)=CN(N2)CC#N)C 2-(7-((2S,5R)-4-(1-(2-hydroxy-3-methylquinoxalin-6-yl)ethyl)-2,5-dimethylpiperazin-1-yl)-4-methyl-5-oxo-4,5-dihydro-2H-pyrazolo[4,3-b]pyridin-2-yl)acetonitrile